tert-butyl 4-[3-(2,4-dioxo-1,3-diazinan-1-yl)-1-methylindazol-6-yl]-3-methylpiperazine-1-carboxylate O=C1N(CCC(N1)=O)C1=NN(C2=CC(=CC=C12)N1C(CN(CC1)C(=O)OC(C)(C)C)C)C